ethyl (3S)-3-(5-bromo-2-fluorophenyl)-3-[(tert-butoxycarbonyl)amino]propanoate BrC=1C=CC(=C(C1)[C@H](CC(=O)OCC)NC(=O)OC(C)(C)C)F